5-(3-(4-aminocyclopent-1-en-1-yl)-2-fluoro-6-hydroxyphenyl)-1,2,5-thiadiazolidin-3-one 1,1-dioxide NC1CC=C(C1)C=1C(=C(C(=CC1)O)N1CC(NS1(=O)=O)=O)F